ClC1=C(C=C(C=C1)C=1C(=NC=CC1C(F)(F)F)C(=O)N)C1=CC2=C(N=C(N=C2)NC2COC2)N2C1=NCC2 (4-chloro-3-(2-(oxetan-3-ylamino)-8,9-dihydroimidazo[1',2':1,6]pyrido[2,3-d]pyrimidin-6-yl)phenyl)-4-(trifluoromethyl)pyridineamide